tert-butyl 4-((1r,3r)-3-((4-(2-(3-amino-6-chloropyridazin-4-yl)-2-fluorovinyl)pyridin-2-yl)oxy)cyclobutoxy)piperidine-1-carboxylate NC=1N=NC(=CC1C(=CC1=CC(=NC=C1)OC1CC(C1)OC1CCN(CC1)C(=O)OC(C)(C)C)F)Cl